1-((6-cyclopropyl-8-(4-methylpiperazin-1-yl)imidazo[1,2-a]pyridin-2-yl)methyl)-1H-1,2,3-triazole-4-carboxylic acid C1(CC1)C=1C=C(C=2N(C1)C=C(N2)CN2N=NC(=C2)C(=O)O)N2CCN(CC2)C